2-{5-[3-(3-methylphenyl)-2,4,6-trioxo-1,3,5-triazinan-1-yl]-2-phenoxyphenoxy}acetic acid CC=1C=C(C=CC1)N1C(N(C(NC1=O)=O)C=1C=CC(=C(OCC(=O)O)C1)OC1=CC=CC=C1)=O